Henicosan-11-yl 7-((4-(dimethylamino)butanoyl)oxy)hexadecanoate CN(CCCC(=O)OC(CCCCCC(=O)OC(CCCCCCCCCC)CCCCCCCCCC)CCCCCCCCC)C